N-[2-[5-[2-[4-(2-aminoethyl)phenyl]-5-cyanophenoxy]pyridazin-3-yl]phenyl]acetamide NCCC1=CC=C(C=C1)C1=C(OC=2C=C(N=NC2)C2=C(C=CC=C2)NC(C)=O)C=C(C=C1)C#N